methyl 2-[6-acetyl-1-(2-trimethylsilylethoxymethyl)pyrrolo[2,3-b]pyridin-2-yl]-7-methoxy-1-methyl-benzimidazole-5-carboxylate C(C)(=O)C1=CC=C2C(=N1)N(C(=C2)C2=NC1=C(N2C)C(=CC(=C1)C(=O)OC)OC)COCC[Si](C)(C)C